1,2,3-triazolecarbonyl-sulfonylamide N1N=NC(=C1)C(=O)S(=O)(=O)[NH-]